6-hydroxy-2-(methylthio)nicotinonitrile OC1=NC(=C(C#N)C=C1)SC